CC1=NC2=CC=CC=C2C(=N1)NC(C)C=1C=C(C=CC1)C 2-methyl-N-(1-(m-tolyl)ethyl)quinazolin-4-amine